2-AMINONAPHTHALENE-4-BORONIC ACID NC1=CC2=CC=CC=C2C(=C1)B(O)O